3-(4-methyl-1,2,5-oxadiazol-3-yl)propyl methanesulfonate CS(=O)(=O)OCCCC1=NON=C1C